ClC1=C(CNC2=CC=CC=C2)C=CC(=C1)F N-(2-chloro-4-fluorobenzyl)aniline